CN(CCCN(C1=NC=C(C=N1)C1=NC=CC=C1)C)C N1,N1,N3-trimethyl-N3-(5-(pyridin-2-yl)pyrimidin-2-yl)propane-1,3-diamine